O1C=NC2=C1C=C(C=C2)CN(C(=O)[C@H]2N(CCC2)S(=O)(=O)C2=CC=C(C)C=C2)C2CCOCC2 (S)-1-(Toluene-4-sulfonyl)-pyrrolidine-2-carboxylic acid benzooxazol-6-ylmethyl-(tetrahydro-pyran-4-yl)-amide